7-benzyl 5-(tert-butyl) 2-(4-cyclobutylphenyl)-3,4,5a,6,8,9-hexahydro-1,2a,5,7-tetraazabenzo[cd]azulene-5,7-dicarboxylate C1(CCC1)C1=CC=C(C=C1)C1=NC=2CCN(CC3C2N1CCN3C(=O)OC(C)(C)C)C(=O)OCC3=CC=CC=C3